N-(3-hydroxypropyl)amidosulfuric acid OCCCNS(O)(=O)=O